3,3'-(spiro[benzo[c]fluorene-7,9'-fluorene]-5,9-diyl)bis(4-hydroxy-3-penten-2-one) C1=CC=CC=2C3=CC=CC=C3C3(C12)C=1C=C(C=CC1C=1C2=C(C(=CC13)C(C(C)=O)=C(C)O)C=CC=C2)C(C(C)=O)=C(C)O